3-amino-7-bromo-8-fluoro-1,6-naphthyridin NC=1C=NC2=C(C(=NC=C2C1)Br)F